COC(C(=O)O)(C)C (E)-methoxy-2-methylpropionic acid